ClC1=CC(=C(O[C@H](C(=O)O)C)C=C1)C1CCC1 (S)-2-(4-chloro-2-cyclobutylphenoxy)propionic acid